4,6-di(9H-carbazol-9-yl)isophthalonitrile C1=CC=CC=2C3=CC=CC=C3N(C12)C1=C(C=C(C#N)C(=C1)N1C2=CC=CC=C2C=2C=CC=CC12)C#N